COC(=O)C1=CC=C2C(=N1)N(C(=N2)CCl)C=C2OCC2 2-chloromethyl-3-(oxetanyl-2-ylmethyl)-3H-imidazo[4,5-b]pyridine-5-carboxylic acid methyl ester